1-ethyl-3-[trans-(7RS,9RS)-3-cyclopropyl-7-(ethylcarbamoylamino)-5-[(2-fluoro-2-methylpropyl)sulfamoyl]-8,9-dihydro-7H-cyclopenta[h]isoquinolin-9-yl]urea C(C)NC(=O)N[C@@H]1C[C@H](C2=CC(=C3C=C(N=CC3=C21)C2CC2)S(NCC(C)(C)F)(=O)=O)NC(NCC)=O |r|